NC1=C2C(=NC=N1)N(N=C2C2=C(C=C(C=C2)OC2=C(C(=CC(=C2F)F)F)F)F)[C@H]2CN(CCC2)C(C=C)=O 1-((R)-3-(4-amino-3-(2-fluoro-4-(2,3,5,6-tetrafluorophenoxy)phenyl)-1H-pyrazolo[3,4-d]pyrimidin-1-yl)piperidin-1-yl)prop-2-en-1-one